The molecule is a tripeptide composed of L-leucine, L-aspartic acid and L-glutamine joined in sequence by peptide linkages. It has a role as a metabolite. It derives from a L-leucine, a L-aspartic acid and a L-glutamine. CC(C)C[C@@H](C(=O)N[C@@H](CC(=O)O)C(=O)N[C@@H](CCC(=O)N)C(=O)O)N